3,5-dichloro-N-cyclopropylmethyl-pyridazin-4-amine ClC=1N=NC=C(C1NCC1CC1)Cl